1-(4H-pyrrolo[3,2-d]thiazol-6-yl)propan-2-amine N1=CSC2=C1C(=CN2)CC(C)N